C(C)OC(C1=C(C(=CC=C1CBr)Br)OC1CCCCC1)=O.C1(CCCCC1)[SiH](O[Si](O[SiH](C)C)(C)C)O[Si](C)(C)O[SiH](C)C cyclohexyl-bis[(dimethylsiloxy)dimethylsiloxy]silane ethyl-3-bromo-6-(bromomethyl)-2-(cyclohexyloxy)benzoate